C(CCC)S(=O)(=O)OC=1C=C(C=CC1)NC(NC1=CC(=CC=C1)OS(=O)(=O)CCCC)=O bis-[3-(butanesulfonyloxy)phenyl]urea